3-[(2,3-difluoro-6-nitro-anilino)methyl]pentan-3-ol FC1=C(NCC(CC)(CC)O)C(=CC=C1F)[N+](=O)[O-]